2,4-dichlorophenoxybutyric acid sodium [Na].ClC1=C(OC(C(=O)O)CC)C=CC(=C1)Cl